(+/-)-trans-tert-Butyl 3-{[(3-Oxoisoindolin-5-yl)oxy]methyl}-4-(4-{[(perfluorobutyl)sulfonyl]oxy}phenyl)piperidine-1-carboxylate O=C1NCC2=CC=C(C=C12)OC[C@@H]1CN(CC[C@H]1C1=CC=C(C=C1)OS(=O)(=O)C(C(C(C(F)(F)F)(F)F)(F)F)(F)F)C(=O)OC(C)(C)C |r|